divinyldiphenylsilane C(=C)[Si](C1=CC=CC=C1)(C1=CC=CC=C1)C=C